NC=1C=C(C=C(C1)C(F)(F)F)[C@@H](C)NC1=NC(=NC2=C3C(=C(C=C12)C(C)N1CC(C1)C#N)CCC3)C 1-(1-(4-(((R)-1-(3-amino-5-(trifluoromethyl)phenyl)ethyl)amino)-2-methyl-8,9-dihydro-7H-cyclopenta[h]quinazolin-6-yl)ethyl)azetidine-3-carbonitrile